N-(5-((4-(7-methyl-9-oxa-3,7-diazabicyclo[3.3.1]nonan-3-yl)phenyl)ethynyl)-8-(methylamino)-2,7-naphthyridin-3-yl)cyclopropanecarboxamide CN1CC2CN(CC(C1)O2)C2=CC=C(C=C2)C#CC2=C1C=C(N=CC1=C(N=C2)NC)NC(=O)C2CC2